((trans)-4-(4-nitro-1H-imidazol-1-yl)cyclohexyl)methanol [N+](=O)([O-])C=1N=CN(C1)[C@@H]1CC[C@H](CC1)CO